benzoyl benzoate (benzoate) C(C1=CC=CC=C1)(=O)O.C(C1=CC=CC=C1)(=O)OC(C1=CC=CC=C1)=O